bistrimethoxysilylethylene CO[Si](OC)(OC)C=C[Si](OC)(OC)OC